1-[(3S)-tetrahydrofuran-3-yl]Piperidine-4-carboxylic acid hydrazide O1C[C@H](CC1)N1CCC(CC1)C(=O)NN